4-(2-cyanopropan-2-yl)-N-(6-(7-((4-methoxybenzyl)(methyl)amino)-1,6-naphthyridin-3-yl)pyridazin-4-yl)picolinamide C(#N)C(C)(C)C1=CC(=NC=C1)C(=O)NC1=CN=NC(=C1)C=1C=NC2=CC(=NC=C2C1)N(C)CC1=CC=C(C=C1)OC